CC1(OC1)C(=O)OC(C)(C)C tert-Butyl 2-methyloxirane-2-carboxylate